2-amino-α-methyl-3-pyridinemethanol NC1=NC=CC=C1C(O)C